(3r,4r)-3-amino-1-(5-(4-fluoro-2-methoxyphenyl)imidazo[2,1-b][1,3,4]thiadiazol-2-yl)-4-methylpiperidin-4-ol N[C@@H]1CN(CC[C@]1(O)C)C1=NN2C(S1)=NC=C2C2=C(C=C(C=C2)F)OC